3-cyclobutyl-4-methoxy-thiophenol C1(CCC1)C=1C=C(C=CC1OC)S